C(#N)C=1N=CC(=NC1)N1N=C(C(=C1)C(=O)NC1=NC(=CC=C1)C=1N2C(=NN1)CC[C@@H]2C)OC (S)-1-(5-cyanopyrazin-2-yl)-3-methoxy-N-(6-(5-methyl-6,7-dihydro-5H-pyrrolo[2,1-c][1,2,4]triazol-3-yl)pyridin-2-yl)-1H-pyrazole-4-carboxamide